F[C@H]1C[C@H](N2N=C(N=C21)C(=O)[C@H]2[C@H]1CC[C@@H](C2)O1)C1=CC=CC=C1 |r| [rac-(5S,7S)-7-fluoro-5-phenyl-6,7-dihydro-5H-pyrrolo[1,2-b][1,2,4]triazol-2-yl]-[rac-(1R,2R,4S)-7-oxabicyclo[2.2.1]heptan-2-yl]methanone